N1(CCCC2=CN=CC=C12)CC(=O)N1CCCCC1 2-(3,4-dihydro-1,6-naphthyridin-1(2H)-yl)-1-(piperidin-1-yl)ethan-1-one